2-{3-[(4-methanesulfonyl-2-methoxyphenyl)amino]prop-1-yn-1-yl}-N-[(2R,4R,6S)-2,6-dimethyloxan-4-yl]-1-(2,2,2-trifluoroethyl)-1H-indol-4-amine CS(=O)(=O)C1=CC(=C(C=C1)NCC#CC=1N(C=2C=CC=C(C2C1)NC1C[C@H](O[C@H](C1)C)C)CC(F)(F)F)OC